4-methylenedioxyphenyl-amphetamine C1OC2=CC=C(C=C2O1)NC(C)CC1=CC=CC=C1